ClC1=NC=2N(C(=C1)SC)N=C(C2C2=CC=C(C=C2)Cl)C=2C=CC(=NC2)C#N 5-[5-chloro-3-(4-chlorophenyl)-7-methylsulfanyl-pyrazolo[1,5-a]pyrimidin-2-yl]pyridine-2-carbonitrile